1-(4-bromo-3-fluoro-phenyl)-4-propyl-cyclohexanol BrC1=C(C=C(C=C1)C1(CCC(CC1)CCC)O)F